C(C1=CC=CC=C1)[C@H]1N(CCC[C@H]1OC)C(=O)OC(C)(C)C |o1:7,12| tert-butyl (2R*,3R*)-2-benzyl-3-methoxypiperidine-1-carboxylate